OC=1C=C(C=C(C1)O)CCCCCCCC 1-(3,5-Dihydroxyphenyl)Octane